O1C(CCCC1)N1N=CC(=C1)C12CN(CC2C1)C(=O)OCC1=CC=CC=C1 benzyl 1-[1-(oxan-2-yl)-1H-pyrazol-4-yl]-3-azabicyclo[3.1.0]hexane-3-carboxylate